4-(4-amino-2-fluorophenyl)-6-chloropyridin-3-amine NC1=CC(=C(C=C1)C1=C(C=NC(=C1)Cl)N)F